P(=O)(O)([O-])[O-].[K+].[K+] Dipotassium hydrogen phosphate